OC1=NC(=CC(=C1)B(O)O)C 2-HYDROXY-6-METHYLPYRIDINE-4-BORONIC ACID